4-(1-methyl-1H-pyrazol-3-yl)-2-nitroaniline CN1N=C(C=C1)C1=CC(=C(N)C=C1)[N+](=O)[O-]